CN1N=CC(=C1)C=1C=C(C=2N(C1)N=CC2)O[C@H]2CCN(CCC2)C(=O)OC(C)(C)C tert-butyl (4R)-4-[6-(1-methylpyrazol-4-yl)pyrazolo[1,5-a]pyridin-4-yl]oxyazepane-1-carboxylate